N1(CCCCC1)C1=CC=C(C=C1)C=CC=CC=1SC2=C(N1)C=CC=C2 2-(4-(4-(piperidin-1-yl)phenyl)buta-1,3-dien-1-yl)benzo[d]thiazole